CC1=CC(=C(C=2N1N=C(N2)N)C(=O)O)C=2C=NN(C2C)CC21CC3CC(CC(C2)C3)C1.FC(OC1=C(C=CC=C1)S)(F)F 2-(trifluoromethoxy)-benzenethiol methyl-7-(1-(adamantan-1-ylmethyl)-5-methyl-1H-pyrazol-4-yl)-2-amino-[1,2,4]triazolo[1,5-a]pyridine-8-carboxylate